N-[4-(6-Fluoro-3,4-dihydro-1H-isochinolin-2-yl)-2,6-dimethylphenyl]-3,3-dimethylbutanamid FC=1C=C2CCN(CC2=CC1)C1=CC(=C(C(=C1)C)NC(CC(C)(C)C)=O)C